Cl.N(=[N+]=[N-])CCON O-(2-azidoethyl)hydroxylamine hydrochloride